[1-(methylthio)cyclopropyl]methanol CSC1(CC1)CO